5-(8-(3-(Methylcarbamoyl)pyrazolo[1,5-a]pyrimidin-5-yl)isoquinolin-3-yl)picolinic acid CNC(=O)C=1C=NN2C1N=C(C=C2)C=2C=CC=C1C=C(N=CC21)C=2C=CC(=NC2)C(=O)O